BrC1=C(C(=CC2=C1NS(CO2)(=O)=O)[N+](=O)[O-])C(=O)C2=C(C=CC(=C2)F)Cl 8-bromo-7-[(2-chloro-5-fluorophenyl)carbonyl]-6-nitro-1H-2λ6-benzo[2,1-e][1,3,4]oxathiazine-2,2-dione